BrC=1C(N(C(C1C1=CNC2=CC=C(C=C12)F)=O)CC1=C(C=C(C=C1)OC)OC)=O 3-bromo-1-(2,4-dimethoxybenzyl)-4-(5-fluoro-1H-indol-3-yl)-1H-pyrrole-2,5-dione